C1(CCCC1)N1C(C=CC(=C1)C1=NC(=NC=C1)NC1=CC=C(C=C1)N(C)C)=O 1-cyclopentyl-5-(2-(4-(dimethylamino)phenyl)aminopyrimidin-4-yl)-pyridin-2(1H)-one